5-Bromo-6-(cyclobutoxy)-2-(1-methyl-2-oxabicyclo[2.2.2]oct-4-yl)indazole (rac)-Benzyl-(1RS,2RS,6SR)-2-(3-bromo-2-fluorobenzyl)-7-oxa-3-azabicyclo[4.1.0]heptane-3-carboxylate C(C1=CC=CC=C1)OC(=O)N1[C@@H]([C@H]2O[C@H]2CC1)CC1=C(C(=CC=C1)Br)F.BrC1=CC2=CN(N=C2C=C1OC1CCC1)C12COC(CC1)(CC2)C |r|